CN1C[C@H]2[C@@H](CC1)CCN2C2=CC(=C(N=N2)C2=C(C=C(C=C2)C)O)C(F)F 2-[6-[(3aS,7aR)-6-methyl-3,3a,4,5,7,7a-hexahydro-2H-pyrrolo[2,3-c]pyridin-1-yl]-4-(difluoromethyl)pyridazin-3-yl]-5-methyl-phenol